(S)-3-(1-((6-(2-(4-(2-(2-azidoethoxy)acetyl)piperazin-1-yl)pyrimidin-5-yl)-3-chloro-7-fluoro-2-methyl-1,5-naphthyridin-4-yl)amino)ethyl)-4-fluorobenzonitrile N(=[N+]=[N-])CCOCC(=O)N1CCN(CC1)C1=NC=C(C=N1)C=1N=C2C(=C(C(=NC2=CC1F)C)Cl)N[C@@H](C)C=1C=C(C#N)C=CC1F